tert-butyl (1R,3R,4R,5S)-5-(difluoromethoxy)-3-ethynyl-2-azabicyclo[2.2.1]heptane-2-carboxylate FC(O[C@@H]1[C@H]2[C@@H](N([C@@H](C1)C2)C(=O)OC(C)(C)C)C#C)F